N-[(1S)-1-(4-cyano-2-fluorophenyl)ethyl]-2-(6-fluoro-2-oxo-1,4-dihydroquinazolin-3-yl)acetamide C(#N)C1=CC(=C(C=C1)[C@H](C)NC(CN1C(NC2=CC=C(C=C2C1)F)=O)=O)F